1-methylallyl-tri(tert-butoxy)tin CC(C=C)[Sn](OC(C)(C)C)(OC(C)(C)C)OC(C)(C)C